1-(9,9-dibutyl-9H-fluoren-2-yl)-2-methyl-2-(4-morpholinyl)-1-propanone C(CCC)C1(C2=CC=CC=C2C=2C=CC(=CC12)C(C(C)(N1CCOCC1)C)=O)CCCC